C(C1=CC=CC=C1)OC=1C(=C(C=C2C(=NC(=NC12)OC1CCOCC1)N1C2CN(C(C1)C2)C(=O)[O-])C2CC2)Br 5-(8-(benzyloxy)-7-bromo-6-cyclopropyl-2-((tetrahydro-2H-pyran-4-yl)oxy)quinazolin-4-yl)-2,5-diazabicyclo[2.2.1]heptane-2-carboxylate